5-(1-benzyl-1H-pyrazol-4-yl)-1-methyl-4-(m-tolyl)-pyridin-2(1H)-one C(C1=CC=CC=C1)N1N=CC(=C1)C=1C(=CC(N(C1)C)=O)C=1C=C(C=CC1)C